5-ethyl-2,4-dimethyl-1-vinylimidazole C(C)C1=C(N=C(N1C=C)C)C